3,3-bis(4-hydroxy-3-tert-butyl-phenyl)butyric acid OC1=C(C=C(C=C1)C(CC(=O)O)(C)C1=CC(=C(C=C1)O)C(C)(C)C)C(C)(C)C